3,3-dimethyl-2-oxoindoline-6-carboxylate CC1(C(NC2=CC(=CC=C12)C(=O)[O-])=O)C